CC(C)(C(C(C)C)C(C(C(C(=O)[O-])(C(C(C)(C)C)C(C)C)C(C(C)(C)C)C(C)C)(O)C(=O)[O-])C(=O)[O-])C tri(2,2,4-trimethyl-3-pentyl)citrate